NCOC(CN1C(=CC(C(=C1)OCC1=CC=CC=C1)=O)CO)C 1-(2-aminomethoxypropyl)-2-hydroxymethyl-5-benzyloxypyridin-4-one